SC=1N=NC(=CC1)S 3,6-Dimercaptopyridazine